oxaoctane OCCCCCCC